6-fluoro-1H-indole-2-carbonitrile FC1=CC=C2C=C(NC2=C1)C#N